1,1,1,3,3,3-hexafluoropropan-2-yl (S)-1-((6-(dimethylphosphoryl)pyridin-3-yl)carbamoyl)-6-azaspiro[2.5]octane-6-carboxylate CP(=O)(C)C1=CC=C(C=N1)NC(=O)[C@H]1CC12CCN(CC2)C(=O)OC(C(F)(F)F)C(F)(F)F